C(CCCCCCCCCCC)(=O)C(C(C(=O)N)O)(O)C(CCCCCCCCCCC)=O dilauroyl-glyceramide